ClC=1C(=CC(=C(CN[C@@H](CO)C(=O)O)C1)OCC=1C=NC=C(C1)C#N)OCC1=C(C(=CC=C1)C1=C2CCN(C2=CC=C1)CCCN1CC(CC1)(CO)C(=O)OCC)Cl N-(5-chloro-2-((5-cyanopyridin-3-yl)methoxy)-4-(3-(1-(3-(3-ethoxyformyl-3-hydroxymethylpyrrolidin-1-yl)propaneyl)indolin-4-yl)-2-chlorobenzyloxy)benzyl)-L-serine